C1(CC1)[C@@]1(NC(NC1=O)=O)CCC(=O)N1CC2=CC=CC=C2C1 (S)-2-(3-(4-cyclopropyl-2,5-dioxoimidazolidin-4-yl)propanoyl)isoindoline